C([C@@H]1[C@H]([C@@H]([C@H]([C@H](O1)O[C@H]([C@@H](CO)O)[C@@H]([C@H](C=O)O)O)O)O)O)O.O D(+)-maltose monohydrate